CN(S(=O)(=O)C)C1=NC=CC=C1CNC1=NC(=NC=C1C(F)(F)F)NC1=CC(=NO1)C N-methyl-N-{3-[({2-[(3-methylisoxazol-5-yl)amino]-5-(trifluoromethyl)pyrimidin-4-yl}amino)methyl]pyridin-2-yl}methanesulfonamide